N-(2-cyano-5-methylphenyl)-N-methylmethacrylamide C(#N)C1=C(C=C(C=C1)C)N(C(C(=C)C)=O)C